F[C@@H]1CC2=CCCN2C1 (2R,7aS)-2-fluorotetrahydro-1h-pyrrolizine